61-isopropyl-64-methyl-27,31,59,62-tetraoxo-2,5,8,11,14,17,20,23,35,38,41,44,47,50,53,56-hexadecaoxa-26,32,60,63-tetraazapentahexacontane-65-amide C(C)(C)C(NC(CCOCCOCCOCCOCCOCCOCCOCCOCCNC(CCCC(NCCOCCOCCOCCOCCOCCOCCOCCOC)=O)=O)=O)C(NC(C(=O)N)C)=O